BrC1=NC(=CC=C1[C@@H](C(C)C)NS(=O)(=O)C(C)(C)C)OC (R)-N-((R)-1-(2-bromo-6-methoxypyridin-3-yl)-2-methylpropyl)-2-methylpropane-2-sulfonamide